tert-butyl (3-{4-[3-(trifluoromethoxy)propyl]-1H-pyrazol-1-yl}bicyclo[1.1.1]pentan-1-yl)carbamate FC(OCCCC=1C=NN(C1)C12CC(C1)(C2)NC(OC(C)(C)C)=O)(F)F